Chloromethyl 4-((1R,4R,SR)-5-Boc-amino-2-azabicyclo[2.2.1]heptan-2-yl)-6-fluoro-2-(2-methylpyrimidin-5-yloxy)-9H-pyrimido[4,5-b]indol-8-yl(methyl)carbamate C(=O)(OC(C)(C)C)[C@@H]1[C@@H]2CN([C@@](C1)(C2)N)C2=NC(=NC=1NC3=C(C=C(C=C3C12)F)N(C(OCCl)=O)C)OC=1C=NC(=NC1)C |&1:7|